diethyl ((6-(4-(13-hydroxy-2,5,8,11-tetraoxatridecyl)phenyl)-1,2,4,5-tetrazin-3-yl)methyl)phosphonate OCCOCCOCCOCCOCC1=CC=C(C=C1)C1=NN=C(N=N1)CP(OCC)(OCC)=O